ClC=1C(=NC=CC1)N1CCC(CC1)N 1-(3-chloro-2-pyridyl)piperidin-4-amine